propyl-dihydroxypropyl-dimethyl-ammonium chloride [Cl-].C(CC)[N+](C)(C)CCC(O)O